N-(pyridin-2-yl)Benzamide C1=CC=C(C=C1)C(=O)NC2=CC=CC=N2